methylbenzyl-trimethyl-ammonium chloride [Cl-].CC[N+](C)(C)CC1=CC=CC=C1